(4aR,8aS)-6-[4-[3-Cyclopropyl-4-(trifluoromethyl)phenoxy]piperidin-1-carbonyl]-4,4a,5,7,8,8a-hexahydropyrido[4,3-b][1,4]oxazin-3-on C1(CC1)C=1C=C(OC2CCN(CC2)C(=O)N2C[C@@H]3[C@@H](OCC(N3)=O)CC2)C=CC1C(F)(F)F